C1=CC(=CC=2C3=CC=CC=C3N(C12)C1=C(C#N)C=C(C(=C1)N1C2=CC=CC=C2C=2C=C(C=CC12)N1C2=CC=CC=C2C=2C=CC=CC12)C1=CC(=NC(=C1)C)C)N1C2=CC=CC=C2C=2C=CC=CC12 2,4-di(9H-[3,9'-bicarbazol]-9-yl)-5-(2,6-dimethylpyridin-4-yl)benzonitrile